3,6-dichloro-4-(methoxymethyl)-5-methyl-pyridazine ClC=1N=NC(=C(C1COC)C)Cl